ClC1=C(C(=C(C=C1)OS(=O)(=O)C)CO)CO 3-chloro-6-methylsulfonyloxy-1,2-benzenedimethanol